NC1=CC(=NC=C1)C1=NC=CC(=C1)N 4,4'-diamino-2,2'-bipyridine